2,4-diphenyl-tetrazolium bromide [Br-].C1(=CC=CC=C1)N1[NH+]=CN(N1)C1=CC=CC=C1